4-[(3-chloro-4-fluorophenyl)amino]-6-[2-(2,2-dimethyl-6-oxo-morpholin-4-yl)-ethoxy]-7-[(S)-(tetrahydrofuran-2-yl)methoxy]-quinazoline ClC=1C=C(C=CC1F)NC1=NC=NC2=CC(=C(C=C12)OCCN1CC(OC(C1)=O)(C)C)OC[C@H]1OCCC1